FC1=C(C(=C(C(=C1F)CNC1=NC(=NC=2N1N=CC2C(C)C)NC2CCOCC2)F)F)NC(CC)=O N-(2,3,5,6-tetrafluoro-4-(((8-isopropyl-2-((tetrahydro-2H-pyran-4-yl)amino)pyrazolo[1,5-a][1,3,5]triazin-4-yl)amino)methyl)phenyl)propanamide